[Na].C(C)(=O)N(C1=CC=CC=C1)S(=O)(=O)CCC N-acetyl-N-(3-propanesulfonyl)aniline sodium salt